2-(((2R,3R,4S,5R,6R)-3,4,5-triacetoxy-6-(acetoxymethyl)tetrahydro-2H-pyran-2-yl)oxy)acetic acid C(C)(=O)O[C@H]1[C@@H](O[C@@H]([C@H]([C@@H]1OC(C)=O)OC(C)=O)COC(C)=O)OCC(=O)O